(1S,3R)-3-Acetamidocyclohexane-1-carboxylic acid C(C)(=O)N[C@H]1C[C@H](CCC1)C(=O)O